3-[(2-chloro-5-methyl-pyrimidin-4-yl)amino]glutaric acid diethyl ester C(C)OC(CC(CC(=O)OCC)NC1=NC(=NC=C1C)Cl)=O